Cl.NC1CCC(CC1)CN1C(\C(\C2=CC(=C(C=C12)C(=O)NC(C)C)F)=C/C=1NC(=CC1C)C)=O (Z)-1-(((1r,4r)-4-aminocyclohexyl)methyl)-3-((3,5-dimethyl-1H-pyrrol-2-yl)methylene)-5-fluoro-N-isopropyl-2-oxoindoline-6-carboxamide hydrochloride